amino-tin(II) N[Sn+]